NC1=CN=C(C=C1C(=O)N)F 5-amino-2-fluoro-isonicotinamide